(Z)-1,5-diphenylpent-1-en-4-yne-3-one-O-methyl oxime CON=C(\C=C/C1=CC=CC=C1)C#CC1=CC=CC=C1